4-bromo-1,6-dimethyl-1H-indazol-5-amine BrC1=C2C=NN(C2=CC(=C1N)C)C